O=C1NC(CCC1N1C(C2=CC=CC(=C2C1=O)NCCCN(C(OC(C)(C)C)=O)C)=O)=O 1-Tert-butyl N-[3-[[2-(2,6-dioxo-3-piperidyl)-1,3-dioxo-isoindolin-4-yl]amino]propyl]-N-methyl-carbamate